ClC=1C=C(NC=2C3=C(N=CN2)C=CC(=N3)O[C@@H]3CN(CC3)C(=O)OC(C)(C)C)C=C(C1)OCC1CC1 tert-butyl (3S)-3-[4-[3-chloro-5-(cyclopropylmethoxy)anilino]pyrido[3,2-d]pyrimidin-6-yl]oxypyrrolidine-1-carboxylate